FC(C1=C(C=CC(=C1)C(F)(F)F)CC(=O)N(C1=CC=C(C=C1)F)CC=1OC(=NN1)C1=NC=C(C=C1)C1CCCC1)(F)F [2,4-bis(trifluoromethyl)phenyl]-N-{[5-(5-cyclopentylpyridin-2-yl)-1,3,4-oxadiazol-2-yl]methyl}-N-(4-fluorophenyl)acetamide